(S)-tert-butyl(1-(4-aminobenzoyl)pyrrolidin-3-yl)(methyl)carbamate C(C)(C)(C)OC(N(C)[C@@H]1CN(CC1)C(C1=CC=C(C=C1)N)=O)=O